monosilver(III) monoxide [O-2].[Ag+3]